(S)-3-ethyl-5-(1H-indol-3-yl)-N-(piperidin-3-yl)pyrazolo[1,5-a]pyrimidin-7-amine C(C)C=1C=NN2C1N=C(C=C2N[C@@H]2CNCCC2)C2=CNC1=CC=CC=C21